1-(5Z,8Z,11Z,14Z,17Z-eicosapentaenoyl)-2-(9Z-pentadecenoyl)-glycero-3-phosphocholine CCCCC/C=C\CCCCCCCC(=O)O[C@H](COC(=O)CCC/C=C\C/C=C\C/C=C\C/C=C\C/C=C\CC)COP(=O)([O-])OCC[N+](C)(C)C